2-((2-(dimethylamino)ethyl(methyl)amino)-5-((4-(3-fluoro-1H-indazol-1-yl)pyrimidine-2-yl)amino)-4-methoxyphenyl)acrylamide CN(CCN(C)C1=C(C=C(C(=C1)OC)NC1=NC=CC(=N1)N1N=C(C2=CC=CC=C12)F)C(C(=O)N)=C)C